C1(CC1)C=1C(=NSC1C(=O)NC1=CC(=NC=C1)C(F)(F)F)[C@@H]1COCC1 (R)-4-CYCLOPROPYL-3-(TETRAHYDROFURAN-3-YL)-N-(2-(TRIFLUOROMETHYL)PYRIDIN-4-YL)ISOTHIAZOLE-5-CARBOXAMIDE